1H-Imidazole-4-carboxylic acid {2-[5-(3,4-dichlorophenyl)furan-2-yl]ethyl}amide ClC=1C=C(C=CC1Cl)C1=CC=C(O1)CCNC(=O)C=1N=CNC1